tert-Butyl (R)-4-fluoro-3-(2-fluorophenyl)-1-((S)-4-hydroxy-2,2-dimethylpyrrolidin-1-yl)-12-oxo-6a,7,9,10-tetrahydro-12H-pyrazino[2,1-c]pyrido[3,4-f][1,4]oxazepine-8(6H)-carboxylate FC1=C(N=C(C=2C(N3[C@@H](COC21)CN(CC3)C(=O)OC(C)(C)C)=O)N3C(C[C@@H](C3)O)(C)C)C3=C(C=CC=C3)F